tert-butyl 2-[(3R,4R)-1-[1-(2,6-dioxo-3-piperidyl)-3-methyl-2-oxo-benzimidazol-5-yl]-3-methyl-4-piperidyl]acetate O=C1NC(CCC1N1C(N(C2=C1C=CC(=C2)N2C[C@@H]([C@H](CC2)CC(=O)OC(C)(C)C)C)C)=O)=O